BrC1=CC=CC=2N(C(N(C21)CC)=O)C2C(N(C(CC2)=O)CC2=CC=C(C=C2)OC)=O 3-(4-bromo-3-ethyl-2-oxo-benzoimidazol-1-yl)-1-[(4-methoxyphenyl)methyl]Piperidine-2,6-dione